ClCC(=O)NC=1C=CC(=NC1NC[C@H]1OCC1)C(=O)OC (S)-Methyl 5-(2-chloroacetamido)-6-((oxetan-2-ylmethyl)amino)-picolinate